6-cyclopropyl-4-(4-(difluoromethoxy)phenyl)-2-(1-methyl-1H-benzo[d]imidazol-6-yl)pyrido[2,3-b]pyrazin-3(4H)-one C1(CC1)C=1C=CC2=C(N(C(C(=N2)C=2C=CC3=C(N(C=N3)C)C2)=O)C2=CC=C(C=C2)OC(F)F)N1